C1C(CC12CNCCC2)O 6-azaspiro[3.5]nonan-2-ol